phenyl-(quinolinyl)indolocarbazole C1(=CC=CC=C1)C=1C(=C2C(=CC1)N=C1C=CC3=C4C=CC=CC4=NC3=C12)C1=NC2=CC=CC=C2C=C1